O=C1N(CCC(N1)=O)N1C(C2=CC=CC(=C2C1=O)CO)=O 2-(2,4-dioxotetrahydropyrimidin-1(2H)-yl)-4-(hydroxymethyl)isoindoline-1,3-dione